ClC=1C=NC(=NC1)N1CCC(CC1)CCCOC1=CC(=C(C=C1)CC(=O)NCCCCCC(=O)NC(CO)CO)F 6-[[2-[4-[3-[1-(5-chloropyrimidin-2-yl)-4-piperidyl]propoxy]-2-fluoro-phenyl]acetyl]amino]-N-[2-hydroxy-1-(hydroxymethyl)ethyl]hexanamide